NC=1C=2N(C(=CN1)C1=CCC(CC1)NC(OC(C)(C)C)=O)C(=NC2C2=CC(=C(C=C2)NS(=O)(=O)C2=C(C=CC=C2)Cl)F)C(C)C tert-butyl (4-(8-amino-1-(4-((2-chlorophenyl)sulfonamido)-3-fluorophenyl)-3-isopropylimidazo[1,5-a]pyrazin-5-yl)cyclohex-3-en-1-yl)carbamate